tert-Butyl 4-(3-chloro-4-(((2-(2,6-dioxopiperidin-3-yl)-1,3-dioxo-2,3-dihydro-1H-inden-4-yl)amino)methyl)-1H-pyrazol-1-yl)piperidine-1-carboxylate ClC1=NN(C=C1CNC1=C2C(C(C(C2=CC=C1)=O)C1C(NC(CC1)=O)=O)=O)C1CCN(CC1)C(=O)OC(C)(C)C